C(CC)=NO propane-1-one-oxim